3-(isoquinolin-4-yl)-1,5-dimethyl-6-(trifluoromethyl)quinazoline-2,4(1H,3H)-dione C1=NC=C(C2=CC=CC=C12)N1C(N(C2=CC=C(C(=C2C1=O)C)C(F)(F)F)C)=O